C(#C)C1=CC(=NC(=C1)OC)OC 4-ethynyl-2,6-dimethoxypyridine